C(C)(C)(C)OC([C@@H](CC1=CC(=CC(=C1)OC)O)[C@@H]1CN(CC1)C(=O)OC(C)(C)C)=O tert-butyl (R)-3-((S)-1-(tert-butoxy)-3-(3-hydroxy-5-methoxyphenyl)-1-oxopropane-2-yl)pyrrolidine-1-carboxylate